C(C1=CC=CC=C1)NC(CN1N=C(C(=C1)C1=CC=NC2=CC=CC=C12)C1=NC(=CC=C1)CC)=O N-benzyl-2-(3-(6-ethylpyridin-2-yl)-4-(quinolin-4-yl)-1H-pyrazol-1-yl)acetamide